diazophosphorus potassium [K].[N+](=[N-])=[P]